C(C)(C)(C)C1=NC=CC(=N1)C=O 2-TERT-BUTYLPYRIMIDINE-4-CARBALDEHYDE